C(CCCCCCCCC)(=O)OC(CCCCCN(CCCCO[Si](C(C)(C)C)(C1=CC=CC=C1)C1=CC=CC=C1)CCCCCC(CSCCCCC)OC(CCCCCCCCC)=O)CSCCCCC 9-(6-(Decanoyloxy)-7-(pentylthio)heptyl)-2,2-dimethyl-3,3-diphenyl-4-oxa-17-thia-9-aza-3-siladocosan-15-yl decanoate